O=C1N(CCC(N1)=O)C=1C=C(C(=O)N2CCN(CCC2)CC2=CC=C(C(=O)O)C=C2)C=CC1OC 4-((4-(3-(2,4-dioxotetrahydropyrimidin-1(2H)-yl)-4-methoxybenzoyl)-1,4-diazepan-1-yl)methyl)benzoic acid